9-oxo-9-(undec-2-yloxy)nonanoic acid O=C(CCCCCCCC(=O)O)OC(C)CCCCCCCCC